(E)-3-(6-amino-pyridin-3-yl)-N-((7-(4-chloro-phenyl)-5-(4-(4,4-difluoro-piperidine-1-carbonyl)-2-fluoro-phenyl)benzofuran-2-yl)methyl)acrylamide NC1=CC=C(C=N1)/C=C/C(=O)NCC=1OC2=C(C1)C=C(C=C2C2=CC=C(C=C2)Cl)C2=C(C=C(C=C2)C(=O)N2CCC(CC2)(F)F)F